7-(3-(3-chloro-4-fluorophenyl)-7,8-dihydro-1,6-naphthyridin-6(5H)-yl)-8-methyl-4H-pyrimido[1,2-b]pyridazin-4-one ClC=1C=C(C=CC1F)C=1C=NC=2CCN(CC2C1)C=1C(=CC=2N(N1)C(C=CN2)=O)C